(S)-5-((5-(1-(2,2-difluoroethyl)-1H-benzo[d][1,2,3]triazol-6-yl)-7H-pyrrolo[2,3-d]pyrimidin-2-yl)amino)-1-methylpiperidin-2-one FC(CN1N=NC2=C1C=C(C=C2)C2=CNC=1N=C(N=CC12)N[C@H]1CCC(N(C1)C)=O)F